2-chloro-5-isopropoxynicotinic acid methyl ester COC(C1=C(N=CC(=C1)OC(C)C)Cl)=O